6-hydroxy-phenylcarbazole OC1=CC=CC=C1C1=CC=CC=2C3=CC=CC=C3NC12